Cl.BrC1=CC=C2CCNC(C2=C1)C1=C(C=CC=C1)F 7-bromo-1-(2-fluorophenyl)-1,2,3,4-tetrahydroisoquinoline hydrochloride